FC1=C(C(=O)NC)C=CC(=C1)C1=NC(=CC=C1NC(C)C=1C=C(C=C2C(N3CCCN4N=CC(C12)=C43)=O)C)C 2-fluoro-N-methyl-4-(6-methyl-3-((1-(8-methyl-6-oxo-4,5-dihydro-3H,6H-2,2a,5a-triazaaceanthrylen-10-yl)ethyl)amino)pyridin-2-yl)benzamide